(S)-2,2-Difluorodispiro[indene-1,1'-cyclohexane-3',2''-[1,3]dioxolan]-3(2H)-one FC1(C(C2=CC=CC=C2[C@]12CC1(OCCO1)CCC2)=O)F